C(C)(=O)SCCCOC1=CC=C(C=C1)C[C@@H]1N(C([C@@H](N(C1=O)CCCSC(C)=O)CC1=CC=C(C=C1)OCCCSC(C)=O)=O)CCCC(C)S [3-[(2S,5S)-2,5-bis[[4-(3-acetylsulfanylpropoxy)phenyl]methyl]-4-(3-acetylsulfanylpropyl)-3,6-dioxo-piperazin-1-yl]propyl]ethanethiol